N=1C=CN2C1C=CC(=C2)C2=CNC=1N=C(N=CC12)NC1CC(C1)(O)C (1r,3r)-3-((5-(imidazo[1,2-a]pyridin-6-yl)-7H-pyrrolo[2,3-d]pyrimidin-2-yl)amino)-1-methylcyclobutan-1-ol